NC1=NC(=C(C=C1C=1C=C2CC(NC(C2=CC1)=O)CN(C(OC(C)(C)C)=O)C)C1=CC=C(C=C1)N1CCN(CC1)C(C)C)F tert-butyl ((6-(2-amino-6-fluoro-5-(4-(4-isopropylpiperazin-1-yl)phenyl)pyridin-3-yl)-1-oxo-1,2,3,4-tetrahydroisoquinolin-3-yl)methyl)(methyl)carbamate